C(C)(=O)OCCC=1N=CN(C1)C1=NC(=C2N=C(N(C2=N1)C1=CC=C(C=C1)Cl)C1=C(C=CC=C1)Cl)N1CCC(CC1)(C)C(N)=O 2-[1-[6-(4-carbamoyl-4-methyl-1-piperidyl)-8-(2-chlorophenyl)-9-(4-chlorophenyl)purin-2-yl]imidazol-4-yl]ethyl acetate